2-[1-[2-[4-[4-[(2,6-Dioxo-3-piperidyl)amino]phenyl]-1-piperidyl]-2-oxo-ethyl]-4-piperidyl]-7-isopropoxy-N-pyrazolo[1,5-a]pyrimidin-3-yl-imidazo[1,2-a]pyridine-6-carboxamide O=C1NC(CCC1NC1=CC=C(C=C1)C1CCN(CC1)C(CN1CCC(CC1)C=1N=C2N(C=C(C(=C2)OC(C)C)C(=O)NC=2C=NN3C2N=CC=C3)C1)=O)=O